(S)-2-(2-((3-((S)-2-amino-3-((S)-3-(methoxycarbonyl)tetrahydropyridazin-1(2H)-yl)-3-oxopropyl)-5-bromobenzyl)(phenyl)amino)ethoxy)-3-methylbutanoic acid hydrochloride Cl.N[C@@H](CC=1C=C(CN(CCO[C@H](C(=O)O)C(C)C)C2=CC=CC=C2)C=C(C1)Br)C(=O)N1N[C@@H](CCC1)C(=O)OC